aminotetralone NC1C(C2=CC=CC=C2CC1)=O